4-fluoro-7,14-dioxa-10,19,20-triazatetracyclo[13.5.2.12,6.018,21]tricosa-1(20),2(23),3,5,15(22),16,18(21)-heptaen-9-one FC1=CC=2C3=NNC=4C=CC(OCCCNC(COC(=C1)C2)=O)=CC34